C1(CC1)C1=NC(=CC(=C1)C1=C(C=C(C#N)C=C1)C1=NN=CN1C)N1C(C2=CC(=CC=C2C1)O)=O 4-(2-cyclopropyl-6-(6-hydroxy-1-oxoisoindolin-2-yl)pyridin-4-yl)-3-(4-methyl-4H-1,2,4-triazol-3-yl)benzonitrile